(R)-4-chloro-5-(3-((4-(1-(cyclopropylmethyl)-3,5-dimethyl-1H-pyrazol-4-yl)-6-fluoropyridin-2-yl)oxy)pyrrolidin-1-yl)pyridazin-3(2H)-one ClC=1C(NN=CC1N1C[C@@H](CC1)OC1=NC(=CC(=C1)C=1C(=NN(C1C)CC1CC1)C)F)=O